FC=1C=C(OC2=CC(=NC=C2)C(=O)N[C@@H]2C(N(C3=C(OC2)C=CC(=N3)C#CC(C)(C)O)C)=O)C=CC1 (S)-4-(3-fluorophenoxy)-N-(7-(3-hydroxy-3-methylbut-1-yn-1-yl)-5-methyl-4-oxo-2,3,4,5-tetrahydropyrido[3,2-b][1,4]oxazepin-3-yl)picolinamide